ethyl-2-(methoxyimino)-4-oxohexanoate C(C)OC(C(CC(CC)=O)=NOC)=O